5-(2-ethylhexyl)-4H-thiophene C(C)C(CC1CC=CS1)CCCC